(S)-3-(2'-fluoro-6'-methoxybiphenyl-3-yl)-3-((S)-4-methyl-2-(4-oxoquinazolin-3(4H)-yl)pentanamido)propanoic acid FC1=C(C(=CC=C1)OC)C1=CC(=CC=C1)[C@H](CC(=O)O)NC([C@H](CC(C)C)N1C=NC2=CC=CC=C2C1=O)=O